1-(2,3-dihydropyrido[2,3-f][1,4]thiazepine-4(5H)-yl)ethan-1-one S1CCN(CC2=C1C=CC=N2)C(C)=O